cyclohexan-1,2,4-tripropionat C1(C(CC(CC1)CCC(=O)[O-])CCC(=O)[O-])CCC(=O)[O-]